N-methyl-2,6-diethynylpyridine-4-carboxamide CNC(=O)C1=CC(=NC(=C1)C#C)C#C